5-Bromo-3-iodo-7-azaindole BrC=1C=C2C(=CNC2=NC1)I